O[C@@H](CON1CC=CC=C1)CN1CCCCC1 N-[(2r,z)-2-hydroxy-3-(1-piperidinyl)propoxy]pyridine